C(C)(=O)N1CC=2N(CC1)C(=NC2C=2C=CC=C1C=C(N=CC21)C=2C=CC(=NC2)C(=O)NCCC#CC=2C=C1C(N(CC1=CC2Cl)C2C(NC(CC2)=O)=O)=O)CC 5-(8-(7-acetyl-3-ethyl-5,6,7,8-tetrahydroimidazo[1,5-a]pyrazin-1-yl)isoquinolin-3-yl)-N-(4-(6-chloro-2-(2,6-dioxopiperidin-3-yl)-3-oxoisoindolin-5-yl)but-3-yn-1-yl)picolinamide